C(C)N1CC2(CC2)CC(C1)OC=1C=C2COC(C2=CC1)=O 5-((5-ethyl-5-azaspiro[2.5]oct-7-yl)oxy)isobenzofuran-1(3H)-one